Sodium 2-(8-chloro-2-(((3,3-difluorocyclobutyl)methyl)amino)-9-(methylthio)-5-oxobenzo[b][1,8]naphthyridin-10(5H)-yl)acetate ClC=1C=CC2=C(N(C=3N=C(C=CC3C2=O)NCC2CC(C2)(F)F)CC(=O)[O-])C1SC.[Na+]